C(C)(C)(C)[Si](C)(C)OCC1CNCCC1(F)F t-butyl-[(4,4-difluoro-3-piperidinyl)methoxy]-dimethyl-silane